α,α,α-trifluoro-2,6-dinitro-N,N-dipropyl-p-toluidine FC(C1=CC(=C(N(CCC)CCC)C(=C1)[N+](=O)[O-])[N+](=O)[O-])(F)F